OC(=O)C(F)(F)F.ClC=1C(=NC(=NC1)N[C@H]1CN[C@@H](C1)C)OC 5-chloro-4-methoxy-N-((3R,5R)-5-methylpyrrolidin-3-yl)pyrimidin-2-amine TFA salt